N-((3-fluoropyridin-2-yl)methyl)-2-(2-((2-(1-(2-(methylamino)-2-oxoethyl)-1H-benzo[d]imidazol-2-yl)ethyl)amino)ethyl)oxazole-4-carboxamide FC=1C(=NC=CC1)CNC(=O)C=1N=C(OC1)CCNCCC1=NC2=C(N1CC(=O)NC)C=CC=C2